FC=1C=C(C=CC1F)[C@H]1N([C@H](CC1)C)C(CN1C(O[C@@]2(C1=O)CCC1=CC(=CC(=C12)F)NC(=O)NC)=O)=O 1-((S)-3'-(2-((2S,5S)-2-(3,4-difluorophenyl)-5-methylpyrrolidin-1-yl)-2-oxoethyl)-7-fluoro-2',4'-dioxo-2,3-dihydrospiro[indene-1,5'-oxazolidine]-5-yl)-3-methylurea